(3R,5R,8R,9S,10S,13S,14S,17S)-17-Acetyl-10,13-dimethylhexadecahydro-1H-cyclopenta[a]phenanthren-3-yl acetylleucinate C(C)(=O)N[C@@H](CC(C)C)C(=O)O[C@@H]1CC[C@@]2([C@H]3CC[C@@]4([C@H](CC[C@H]4[C@@H]3CC[C@@H]2C1)C(C)=O)C)C